FC1(CCN(CC1)C(=O)C1=CC2=C(S1)C(=CC=C2)C=2C=C1C(=NC2)C(N(C1)C)=O)F 3-(2-(4,4-difluoropiperidine-1-carbonyl)benzo[b]thiophen-7-yl)-6-methyl-5,6-dihydro-7H-pyrrolo[3,4-b]pyridin-7-one